7-(1,1-dioxo-4-oxo-1,2,5-thiadiazolidin-2-yl)-8-fluoro-6-hydroxy-N-(2-hydroxy-2-methylpropyl)-2-naphthalamide O=S1(N(CC(N1)=O)C1=C(C=C2C=CC(=CC2=C1F)C(=O)NCC(C)(C)O)O)=O